6-Bromo-N-[1-(cyclopropylmethyl)piperidin-4-yl]-2-{4-[4-(2-methoxyethyl)piperazin-1-yl]phenyl}-3H-imidazo[4,5-b]pyridin-7-amine BrC=1C(=C2C(=NC1)NC(=N2)C2=CC=C(C=C2)N2CCN(CC2)CCOC)NC2CCN(CC2)CC2CC2